(R)-6-(3-(5-(3-Hydroxy-1-methyl-2-oxopyrrolidin-3-yl)isoxazol-3-yl)phenyl)-1-((2-(trimethylsilyl)ethoxy)methyl)-1H-imidazo[4,5-c]pyridine-4-carbonitrile O[C@@]1(C(N(CC1)C)=O)C1=CC(=NO1)C=1C=C(C=CC1)C1=CC2=C(C(=N1)C#N)N=CN2COCC[Si](C)(C)C